4-(4-(1,4-Dimethyl-2-(4-(methylsulfonyl)phenyl)-1H-pyrrolo[3,2-c]pyridin-6-yl)phenyl)thiomorpholin-1,1-dioxid CN1C(=CC=2C(=NC(=CC21)C2=CC=C(C=C2)N2CCS(CC2)(=O)=O)C)C2=CC=C(C=C2)S(=O)(=O)C